FC1([C@@]([C@@](C1(F)F)(C(F)(F)F)F)(C(F)(F)F)F)F cis-perfluoro-2,3-dimethylcyclobutane